C(C)(C)(C)C1=CC2=C(OP(OC3=C2C=C(C=C3C(C)(C)C)C(C)(C)C)OCCN(CCOP3OC2=C(C4=C(O3)C(=CC(=C4)C(C)(C)C)C(C)(C)C)C=C(C=C2C(C)(C)C)C(C)(C)C)CCOP2OC4=C(C3=C(O2)C(=CC(=C3)C(C)(C)C)C(C)(C)C)C=C(C=C4C(C)(C)C)C(C)(C)C)C(=C1)C(C)(C)C tris(2-[(2,4,8,10-tetrakis-tert-butyldibenzo[d,f][1,3,2]dioxaphosphepin-6-yl)oxy]ethyl)amine